methylolerucic acid amide C(O)C(C(=O)N)CCCCCCCCCC\C=C/CCCCCCCC